2,4-bis-[(3''R-4''S-3'''R-4'''S)-p-menthenyl]Trans-stilbene C1(=CC(C(CC1)C(C)C)C1=C(C=CC(=C1)C1C=C(CCC1C(C)C)C)\C=C\C1=CC=CC=C1)C